N-((1R,4R)-4-((4-((5-cyclopropyl-1H-pyrazol-3-yl)amino)pyrimidin-2-yl)(methyl)amino)cyclohexyl)-2-methyl-2H-tetrazole-5-carboxamide C1(CC1)C1=CC(=NN1)NC1=NC(=NC=C1)N(C1CCC(CC1)NC(=O)C=1N=NN(N1)C)C